N=1SN=C2C1C=CC=C2C=O benzo[c][1,2,5]Thiadiazole-4-formaldehyde